NC1C(=NN(C1=O)C1=CC=C(C=C1)OC(F)F)C 4-amino-1-(4-(difluoromethoxy)phenyl)-3-methyl-1H-pyrazol-5(4H)-one